CERIUM OXIDE SULFUR [S+2].[O-2].[Ce+3]